ClC=1C=C(C=C2C(=C(C=NC12)C#N)NCC(C)(C)C)N[C@H](C=1N=NN(C1)C1(CC1)C(F)(F)F)C1=CC=CC2=C1N(N=N2)C (S)-8-chloro-6-(((1-methyl-1H-benzo[d][1,2,3]triazol-7-yl)(1-(1-(trifluoromethyl)cyclopropyl)-1H-1,2,3-triazol-4-yl)methyl)amino)-4-(neopentylamino)quinoline-3-carbonitrile